BrC1=C(C(=C(C(=O)OC)C=C1)CBr)C methyl 4-bromo-2-(bromomethyl)-3-methylbenzoate